NCCNC(=O)N1C=CC2=C1N=CN=C2N(C)[C@H]2CN(CC[C@H]2C)C(CC#N)=O N-(2-aminoethyl)-4-(((3R,4R)-1-(2-cyanoacetyl)-4-methylpiperidin-3-yl)(methyl)amino)-7H-pyrrolo[2,3-d]pyrimidine-7-carboxamide